(E)-(4-(1-(4-((5-(4-(2-(2,6-dioxopiperidin-3-yl)-1-oxoisoindolin-5-yl)piperazin-1-yl)pentyl)oxy)phenyl)-2-phenylbut-1-en-1-yl)phenyl)boronic acid O=C1NC(CCC1N1C(C2=CC=C(C=C2C1)N1CCN(CC1)CCCCCOC1=CC=C(C=C1)\C(=C(/CC)\C1=CC=CC=C1)\C1=CC=C(C=C1)B(O)O)=O)=O